naphthalen-1-al C1(=CC=CC2=CC=CC=C12)C=O